CN1C=C(C=C1C(C(N[C@@H](C(F)(F)F)C)=O)=O)C(=O)O (R)-1-methyl-5-(2-oxo-2-((1,1,1-trifluoropropan-2-yl)amino)acetyl)-1H-pyrrole-3-carboxylic acid